C(C)(C)(C)N(C(=O)OC1=C(C=C2C(=NC=NC2=C1)NC1=CC(=C(C=C1)F)Cl)OCCCN1CCOCC1)C1(CC1)C1=C(C=CC=C1)C1=CC=CC=C1 4-((3-chloro-4-fluorophenyl)amino)-6-(3-morpholinopropoxy)quinazolin-7-ol tert-Butyl(1-([1,1'-biphenyl]-2-yl)cyclopropyl)carbamate